CN1N=NC2=C1C=CC(=C2C)[C@@H](CC(=O)O)C2=CC(=C(C=C2)C)CN2C[C@H](OC1=C(C2)N=C(C=C1)O)CC (S)-3-(1,4-dimethyl-1H-benzo[d][1,2,3]triazol-5-yl)-3-(3-(((R)-2-ethyl-7-hydroxy-2,3-dihydropyrido[2,3-f][1,4]oxazepin-4(5H)-yl)methyl)-4-methylphenyl)propanoic acid